CC1=C(C=CC(=C1C)N)O 2,3-dimethyl-4-aminophenol